[Si](C)(C)(C(C)(C)C)OCCN1C=NC=C1I 1-(2-((tert-butyldimethylsilyl)oxy)ethyl)-5-iodo-1H-imidazole